1,2-bis(diphenylphosphaneyl)ethane C1(=CC=CC=C1)P(CCP(C1=CC=CC=C1)C1=CC=CC=C1)C1=CC=CC=C1